rac-(5aR,6S,7R,8R,8aS)-5a-(4-bromophenyl)-N-(tert-butyl)-3-chloro-8,8a-dihydroxy-1-methoxy-6-phenyl-5a,7,8,8a-tetrahydro-6H-cyclopenta[4,5]furo[3,2-c]pyridine-7-carboxamide BrC1=CC=C(C=C1)[C@]12[C@](C=3C(=NC(=CC3O1)Cl)OC)([C@@H]([C@@H]([C@H]2C2=CC=CC=C2)C(=O)NC(C)(C)C)O)O |r|